C(C)(C)(C)OC(=O)N[C@@H](C(C)C)C(=O)O[C@@H]1[C@H](O[C@]([C@@H]1O)(C1=CC=C2C(=NC=NN21)NC(C(C)(C)OC)=O)C#N)COC(CC2=CC=CC=C2)=O (2R,3S,4R,5R)-5-cyano-4-hydroxy-5-(4-(2-methoxy-2-methylpropanamido)pyrrolo[2,1-f][1,2,4]triazin-7-yl)-2-((2-phenylacetoxy)methyl)tetrahydrofuran-3-yl (tert-butoxycarbonyl)-L-valinate